2-((4-(7-(((2s,5r)-5-aminotetrahydro-2H-pyran-2-yl)methyl)-2,7-diazaspiro[3.5]non-2-yl)pyrimidin-5-yl)oxy)-5-fluoro-N-isopropyl-N-methylbenzamide hydrochloride Cl.N[C@@H]1CC[C@H](OC1)CN1CCC2(CN(C2)C2=NC=NC=C2OC2=C(C(=O)N(C)C(C)C)C=C(C=C2)F)CC1